C(C)(=O)OC[C@@H](COCC=C)OC1=C(C(=C(C(=C1Cl)C)C1=C(SC=2N=CN=C(C21)Cl)C2=CC=C(C=C2)F)C)Cl (R)-3-(allyloxy)-2-(2,6-dichloro-4-(4-chloro-6-(4-fluorophenyl)thieno[2,3-d]pyrimidin-5-yl)-3,5-dimethylphenoxy)propyl acetate